BrC(C(=O)NC1=CC=C(C=C1)C(F)(F)F)CC 2-bromo-N-(p-trifluoromethylphenyl)butanamide